[1,4]thiazin-4-amine S1C=CN(C=C1)N